ClC(C(=O)OCC)=NO ethyl 2-chloro-2-(hydroxy imino)acetate